cis-6-[(7S)-2-Benzyl-6-(methoxycarbonyl)-7-methyl-3H,6H,7H,8H,9H-imidazo[4,5-f]chinolin-3-yl]spiro[3.3]heptan C(C1=CC=CC=C1)C=1N(C=2C(=C3CC[C@@H](N(C3=CC2)C(=O)OC)C)N1)C1CC2(CCC2)C1